C(C)OC1=CC=C2C(=N1)SC(=N2)NC(=O)C2=CN=NC=C2C2=C(C=CC=C2)OC N-(5-ethoxythiazolo[5,4-b]pyridin-2-yl)-5-(2-methoxyphenyl)pyridazine-4-carboxamide